[Cl-].[Cl-].C[SiH](C)[Hf+2](C1C=CC=C1)C1C=CC=C1 dimethylsilylbis(cyclopentadienyl)hafnium dichloride